BrC1=C(C=C2C(=NC(=NC2=C1F)Cl)N1C[C@H]2CC[C@@H](C1)N2C(=O)OC(C)(C)C)C(F)(F)F tert-butyl (1R,5S)-3-(7-bromo-2-chloro-8-fluoro-6-(trifluoromethyl)quinazolin-4-yl)-3,8-diazabicyclo[3.2.1]octane-8-carboxylate